C(C)(C)(C)C=1N=C(SC1N1C=NC=C1)N 4-tert-butyl-5-(imidazol-1-yl)thiazol-2-amine